NCC1=NNC(C2=CC=C(C=C12)C=1C=NN(C1C1=C(C2=C(N=CN=C2)S1)C#N)C)=O 6-(4-(4-(aminomethyl)-1-oxo-1,2-dihydrophthalazin-6-yl)-1-methyl-1H-pyrazol-5-yl)thieno[2,3-d]pyrimidine-5-carbonitrile